di-n-decyl-cyclohexane-1,4-dicarboxylic acid C(CCCCCCCCC)C1(CCC(CC1)(C(=O)O)CCCCCCCCCC)C(=O)O